C(#N)CC(CC(C(=O)O)=O)(C)C 5-cyano-4,4-dimethyl-2-oxopentanoic acid